5-isopropyl-1,2,6-trimethyl-4-oxo-1,4-dihydropyridine-3-carboxylic acid C(C)(C)C=1C(C(=C(N(C1C)C)C)C(=O)O)=O